C1N(CCC2=CC=CC=C12)C[C@H](CN1C(C2=CC=C(C=C2CC1)NC(C(C)(C)C)=O)=O)O N-[2-[(2R)-3-(3,4-dihydro-1H-isoquinolin-2-yl)-2-hydroxy-propyl]-1-oxo-3,4-dihydroisoquinolin-6-yl]-2,2-dimethyl-propionamide